C1(CC1)N1N=CC(=C1)NC=1N=C(C2=C(N1)NC=C2)O[C@@H]2N(CC[C@H](C2)F)C=CC=O trans-3-((2-(1-cyclopropyl-1H-pyrazol-4-ylamino)-7H-pyrrolo[2,3-d]pyrimidin-4-yloxy)-4-fluoropiperidin-1-yl)prop-2-en-1-one